6-((1-methyl-1H-1,2,4-triazol-3-yl)methyl)-3-thioxo-4-(2,4,5-trifluorobenzyl)-3,4-dihydro-1,2,4-triazin-5(2H)-one CN1N=C(N=C1)CC=1C(N(C(NN1)=S)CC1=C(C=C(C(=C1)F)F)F)=O